(R)-5-fluoro-3-(1-(3-(5-(hydroxymethyl)pyridazin-3-yl)imidazo[1,2-b]pyridazin-6-yl)pyrrolidin-2-yl)pyridin-2(1H)-one FC=1C=C(C(NC1)=O)[C@@H]1N(CCC1)C=1C=CC=2N(N1)C(=CN2)C=2N=NC=C(C2)CO